5-Amino-1-[4-hydroxy-4-(trifluoromethyl)cyclohexyl]-3-[4-[[(2-methoxybenzoyl)amino]methyl]phenyl]pyrazole-4-carboxamide NC1=C(C(=NN1C1CCC(CC1)(C(F)(F)F)O)C1=CC=C(C=C1)CNC(C1=C(C=CC=C1)OC)=O)C(=O)N